C(CCCC)C1=CC=C(OC=2C3=CC=CC=C3C(=C3C=CC=CC23)OC2=CC=C(C=C2)CCCCC)C=C1 9,10-di(4-pentylphenoxy)anthracene